CC1=C(C=C(C(=C1)O)C(C)(C)C)C(CC(C)C1=C(C=C(C(=C1)C(C)(C)C)O)C)C1=C(C=C(C(=C1)C(C)(C)C)O)C 1,1,3-tris(2-methyl-4-hydroxy-5-tertiary-butylphenyl)butane